1,3-cyclohexanedimethaneamine C1(CC(CCC1)CN)CN